rac-(2'-(4,4-difluoro-6-methylcyclohex-1-en-1-yl)-3-fluoro-[2,4'-bipyridin]-3'-yl)carbamic acid tert-butyl ester C(C)(C)(C)OC(NC=1C(=NC=CC1C1=NC=CC=C1F)C1=CCC(C[C@H]1C)(F)F)=O |r|